methyl-(2-methylbutan-3-yn-2-yl)dioxy-lambda6-sulfane C[SH4]OOC(C)(C#C)C